CC=1C=C(C=CC1OC=1C=NC(=CC1)C)NC1=NC=NC2=CC=3OC[C@H]4N(C3N=C21)CCNC4 (S)-N-(3-methyl-4-((6-methylpyridin-3-yl)oxy)phenyl)-1,2,3,4,4a,5-hexahydropyrazino[1,2-d]pyrimido[4',5':5,6]pyrido[3,2-b][1,4]oxazin-11-amine